(S)-N-{(S)-1-[2-(benzo[d]isoxazol-3-yl)phenyl]-2-[6-((S)-3-hydroxylpyrrolidin-1-yl)pyridine-2-yl]ethyl}propane-2-sulfinamide O1N=C(C2=C1C=CC=C2)C2=C(C=CC=C2)[C@H](CC2=NC(=CC=C2)N2C[C@H](CC2)O)N[S@@](=O)C(C)C